1-(1-(4-methoxybenzyl)-2-carbonyl-1,2-dihydropyrrolo[2,3,4-ij]isoquinolin-5-yl)-2-trifluoromethyl-N-(2-trifluoromethylpyridin-4-yl)-1H-pyrrol-3-carboxamide COC1=CC=C(CN2C(C3=NC=C(C4=CC=CC2=C34)N3C(=C(C=C3)C(=O)NC3=CC(=NC=C3)C(F)(F)F)C(F)(F)F)=C=O)C=C1